P(O)(=O)(OP(=O)(O)OP(=O)(O)O)OC[C@@H]1[C@H]([C@H]([C@@H](O1)N1C(=O)NC(=O)C(=C1)Br)O)O 5-bromouridine-5'-triphosphate